C(C#C)C1=C2C(C(=O)NC2=O)=CC=C1 propargyl-phthalimide